1-(3-((4-((2-ethoxy-5-(furan-2-yl)phenyl)amino)-7-methoxy-quinazolin-6-yl)oxy)azetidin-1-yl)prop-2-en-1-one C(C)OC1=C(C=C(C=C1)C=1OC=CC1)NC1=NC=NC2=CC(=C(C=C12)OC1CN(C1)C(C=C)=O)OC